2,2'-(phenylazanediyl)bis(N-(quinolin-8-yl)-4-(trifluoromethyl)benzamide) C1(=CC=CC=C1)N(C1=C(C(=O)NC=2C=CC=C3C=CC=NC23)C=CC(=C1)C(F)(F)F)C1=C(C(=O)NC=2C=CC=C3C=CC=NC23)C=CC(=C1)C(F)(F)F